ClC1=C(C(=O)NC2=C3C=NN(C3=CC=C2)C=2N=CSC2)C=C(C=C1)CNC(=O)C1(CC1)O 2-chloro-5-({[(1-hydroxycyclopropyl)carbonyl]amino}methyl)-N-[1-(1,3-thiazol-4-yl)-1H-indazol-4-yl]benzamide